(S)-4-(9-ethyl-6-(3-methylmorpholino)-2-(4-phenyl-1H-pyrazol-1-yl)-9H-purin-8-yl)-1-methylpiperazin-2-one C(C)N1C2=NC(=NC(=C2N=C1N1CC(N(CC1)C)=O)N1[C@H](COCC1)C)N1N=CC(=C1)C1=CC=CC=C1